ClC=1C2=C(N=CN1)N(C=C2I)CC=2N=NN(C2)C2=C(C=CC=C2)F 4-chloro-7-((1-(2-fluorophenyl)-1H-1,2,3-triazol-4-yl)methyl)-5-iodo-7H-pyrrolo[2,3-d]pyrimidine